(2-chloro-5-fluorophenyl)(4-{[2-(4-fluorophenyl)imidazo[1,2-a]pyridin-3-yl]methyl}piperazin-1-yl)methanone ClC1=C(C=C(C=C1)F)C(=O)N1CCN(CC1)CC1=C(N=C2N1C=CC=C2)C2=CC=C(C=C2)F